C1(CC1)N1C=C2C(=NN=C(C2=C(C1=O)C)C)N[C@H](C)C1=C(C(=CC=C1)C(F)F)C (R)-6-cyclopropyl-4-((1-(3-(difluoromethyl)-2-methylphenyl)ethyl)amino)-1,8-dimethylpyrido[3,4-d]pyridazin-7(6H)-one